FC([C@@H](C1=CC=C(C=C1)F)N1N=CC(=C1)C1=C(C=C(C(=N1)C1=C(C=2N(C=C1)N=C(N2)N)C)F)F)(C)F (R)-7-(6-(1-(2,2-difluoro-1-(4-fluoro-phenyl)propyl)-1H-pyrazol-4-yl)-3,5-difluoropyridin-2-yl)-8-methyl-[1,2,4]-triazolo[1,5-a]pyridin-2-amine